C(C)OC(=O)C=1NC=C(C1)C 4-methyl-1H-pyrrole-2-carboxylic acid ethyl ester